C(C)N1CCN(CC1)CCNC1=C(C=C2C(=NC=NC2=C1)OC=1C=C(C(=O)NC2=CC(=CC=C2)C(F)(F)F)C=CC1C)OC 3-(7-(2-(4-ethylpiperazin-1-yl)ethylamino)-6-methoxyquinazolin-4-yloxy)-4-methyl-N-(3-(trifluoromethyl)phenyl)benzamide